4-(2-fluoro-4-methyl-phenyl)-5-[4-[(3S)-1-(3-fluoropropyl)pyrrolidin-3-yl]oxyphenyl]-7-methyl-2,3-dihydro-1-benzoxepin-8-ol FC1=C(C=CC(=C1)C)C=1CCOC2=C(C1C1=CC=C(C=C1)O[C@@H]1CN(CC1)CCCF)C=C(C(=C2)O)C